BrC=1C=C2C=C(N=CC2=C(C1)Cl)NC(=O)[C@H]1[C@H](C1)F |r| (+-)-cis-N-(6-bromo-8-chloro-3-isoquinolinyl)-2-fluoro-cyclopropanecarboxamide